5-hydroxy-N-(quinolin-8-yl)pyridine-2-sulfonamide OC=1C=CC(=NC1)S(=O)(=O)NC=1C=CC=C2C=CC=NC12